ClC1=CC(=CC(=N1)N1C(C2=C(C(=C1)C1CC1)C=C(N2)CN2C[C@H](CCC2)C)=O)C2=C(C=C(C=C2)F)C=2N(C=NC2)C 6-[6-chloro-4-[4-fluoro-2-(3-methylimidazol-4-yl)phenyl]pyridin-2-yl]-4-cyclopropyl-2-[[(3S)-3-methylpiperidin-1-yl]methyl]-1H-pyrrolo[2,3-c]pyridin-7-one